N,N-diethylaminooxide C(C)N(CC)ON(CC)CC